Ethyl 2-(cyclopropylthio)acetate C1(CC1)SCC(=O)OCC